4-((2-fluoro-4-(1H-1,2,4-triazol-1-yl)benzyl)oxy)phenyl sulfurofluoridate S(OC1=CC=C(C=C1)OCC1=C(C=C(C=C1)N1N=CN=C1)F)(=O)(=O)F